bis(4-vinylthienyl) sulfide C(=C)C=1C=C(SC1)SC=1SC=C(C1)C=C